C(C)(C)(C)OC(=O)N1[C@@H]([C@H](CCC1)O[Si](C)(C)C(C)(C)C)CO[Si](C)(C)C(C)(C)C (2r,3s)-3-((tert-butyldimethylsilyl)oxy)-2-(((tert-butyldimethylsilyl)oxy)methyl)piperidine-1-carboxylic acid tert-butyl ester